Methyl 3-((ethoxycarbonyl) amino)-4-formylbenzoate C(C)OC(=O)NC=1C=C(C(=O)OC)C=CC1C=O